C=1(C(=CC=C2C3=CC=CC=C3C3=CC=CC=C3C12)N)N triphenylenediamine